lithium magnesium strontium calcium [Ca].[Sr].[Mg].[Li]